The molecule is a carboxylic ester resulting from the formal condensation of the carboxy group of trans-sinapic acid with the hydroxy group of 16-hydroxyhexadecanoic acid. It is a monocarboxylic acid and a carboxylic ester. It derives from a trans-sinapic acid. It is a conjugate acid of a 16-sinapoyloxypalmitate. COC1=CC(=CC(=C1O)OC)/C=C/C(=O)OCCCCCCCCCCCCCCCC(=O)O